8-((4-(((R)-1-(3-bromophenyl)ethyl)amino)-6-methoxy-2-methylquinazolin-7-yl)-oxy)-N-((5-(2,6-dioxopiperidin-3-yl)-4-oxo-5,6-dihydro-4H-thieno[3,4-c]pyrrol-1-yl)methyl)-octanamide BrC=1C=C(C=CC1)[C@@H](C)NC1=NC(=NC2=CC(=C(C=C12)OC)OCCCCCCCC(=O)NCC=1SC=C2C1CN(C2=O)C2C(NC(CC2)=O)=O)C